C(C)(=O)C=1C=2N(C=C(C1)C(=O)OC)C=C(N2)C methyl 8-acetyl-2-methylimidazo[1,2-a]pyridine-6-carboxylate